4-bromo-5-(bromomethyl)-2-(4'-isopropylphenyl)-1-methyl-1,2-dihydro-3H-pyrazol-3-one BrC=1C(N(N(C1CBr)C)C1=CC=C(C=C1)C(C)C)=O